ClC=1C(N(C(=CC1[C@@H]1[C@H](C1)B1OC(C(O1)(C)C)(C)C)C)C1=C(C(=NC=C1C)C1=C(C(=CC=C1)C1=NC=NN1C)F)F)=O 3-chloro-3'-fluoro-2'-(2-fluoro-3-(1-methyl-1H-1,2,4-triazol-5-yl)phenyl)-5',6-dimethyl-4-((1S,2S)-2-(4,4,5,5-tetramethyl-1,3,2-dioxaborolan-2-yl)cyclopropyl)-2H-[1,4'-bipyridin]-2-one